FC(C(=O)[O-])(F)F.N=1N=C(N2C1CCCC2)[C@@H]2C[C@@H](CCC2)[NH3+] (1R,3S)-3-(5,6,7,8-tetrahydro-[1,2,4]triazolo[4,3-a]pyridin-3-yl)cyclohexanaminium 2,2,2-trifluoroacetate